FC1=C(C=CC=C1)C1=CC(=CN1S(=O)(=O)C1=CC(=CC=C1)OCCOC)CNC 1-(5-(2-fluorophenyl)-1-((3-(2-methoxyethoxy)phenyl)sulfonyl)-1H-pyrrol-3-yl)-N-Methylmethylamine